O1C(=CC=C1)C=O 2-Furaldehyde